N-(2-formyl-1-[[2-(trimethylsilyl)ethoxy]methyl]pyrrolo[3,2-c]pyridin-6-yl)-1-methylindazole-5-carboxamide C(=O)C1=CC=2C=NC(=CC2N1COCC[Si](C)(C)C)NC(=O)C=1C=C2C=NN(C2=CC1)C